4-(4-amino-7-bromo-2-iodo-1-methyl-1H-pyrrolo[3,2-c]pyridin-3-yl)-2-chloro-N-(2,2,2-trifluoroethyl)benzamide NC1=NC=C(C2=C1C(=C(N2C)I)C2=CC(=C(C(=O)NCC(F)(F)F)C=C2)Cl)Br